4-(6-chloro-8-fluoro-2-(((2R,7aS)-2-fluorotetra-hydro-1H-pyrrolizin-7a(5H)-yl)methoxy)-4-(2,5-diaza-spiro[3.5]nonan-5-yl)quinazolin-7-yl)-7-fluorobenzo-[d]thiazol-2-amine ClC=1C=C2C(=NC(=NC2=C(C1C1=CC=C(C2=C1N=C(S2)N)F)F)OC[C@]21CCCN1C[C@@H](C2)F)N2C1(CNC1)CCCC2